C(C)(=O)C1=NNC(C2=CC=C(C=C12)C(F)(F)F)=O 4-acetyl-6-(trifluoromethyl)phthalazin-1(2H)-one